1-(4-amino-5-methylpyridin-2-yl)ethanone NC1=CC(=NC=C1C)C(C)=O